BrC1=NC=CC(=C1NC(C(F)(F)F)=O)C N-(2-bromo-4-methylpyridin-3-yl)-2,2,2-trifluoroacetamide